N-(17-azido-3,6,9,12,15-pentaoxaheptadec-1-yl)-2-(dodecylthiocarbonylthio)-2-methylpropanamide N(=[N+]=[N-])CCOCCOCCOCCOCCOCCNC(C(C)(C)SC(=S)CCCCCCCCCCCC)=O